FC1(CCC(CC1)NC(=O)C=1N=C(C=C2C1NN=C2)N2C=NC=C2)F N-(4,4-difluorocyclohexyl)-5-(1H-imidazol-1-yl)-1H-pyrazolo[3,4-c]pyridine-7-carboxamide